(E)-2-(ethyl(4-((4-nitrophenyl)diazinyl)phenyl)amino)ethan-1-ol C(C)N(CCO)C1=CC=C(C=C1)C=1N=NC=CC1C1=CC=C(C=C1)[N+](=O)[O-]